ClC=1N=CC(=NC1)COC1=NN=C(S1)N 5-[(5-chloropyrazin-2-yl)methoxy]-1,3,4-thiadiazol-2-amine